N-(5-(3-butyl-4-oxo-3,4-dihydro-quinazolin-6-yl)pyridin-2-yl)hexanamide ethylguanosine-5'-triphosphate P(O)(=O)(OP(=O)(O)OP(=O)(O)O)OC[C@@H]1[C@H]([C@H]([C@@](O1)(N1C=NC=2C(=O)NC(N)=NC12)CC)O)O.C(CCC)N1C=NC2=CC=C(C=C2C1=O)C=1C=CC(=NC1)NC(CCCCC)=O